tert-butyl (3R,4R)-4-((4-(3-(2-(benzyloxy)-6-hydroxypyridin-3-yl)-1-methyl-1H-indazol-7-yl)piperazin-1-yl)methyl)-3-fluoropiperidine-1-carboxylate C(C1=CC=CC=C1)OC1=NC(=CC=C1C1=NN(C2=C(C=CC=C12)N1CCN(CC1)C[C@@H]1[C@H](CN(CC1)C(=O)OC(C)(C)C)F)C)O